tert-butyl N-[4,4-difluoro-5-(4-fluorophenyl)-2-methyl-5-oxo-pentyl]carbamate FC(CC(CNC(OC(C)(C)C)=O)C)(C(=O)C1=CC=C(C=C1)F)F